tert-Butyl 4-((4-((benzyloxy)carbonyl)-2-(4-(methoxycarbonyl)phenyl)-5-methylpiperazin-1-yl)methyl)-5-methoxy-7-methyl-1H-indole-1-carboxylate C(C1=CC=CC=C1)OC(=O)N1CC(N(CC1C)CC1=C2C=CN(C2=C(C=C1OC)C)C(=O)OC(C)(C)C)C1=CC=C(C=C1)C(=O)OC